C(=O)C[C@@H]([C@H]1CC[C@H]2[C@@H]3CCC4=CC(CC[C@]4(C)[C@H]3CC[C@]12C)=O)C (20S)-21-formyl-20-methylpregn-4-en-3-one